2-bromo-5-fluoro-4-(phenylthio)benzoic acid BrC1=C(C(=O)O)C=C(C(=C1)SC1=CC=CC=C1)F